5-(Cyclopropylmethyl)-2-oxa-5,8-diazaspiro[3.5]nonane 2,2,2-trifluoroacetate FC(C(=O)O)(F)F.C1(CC1)CN1C2(COC2)CNCC1